antimony zinc telluride [Te-2].[Zn+2].[Sb+3]